2-((6aS)-8-((3-fluoropiperidin-4-yl)methyl)-6,6a,7,8,9,10-hexahydro-5H-pyrazino[1',2':4,5]pyrazino[2,3-c]pyridazin-2-yl)phenol FC1CNCCC1CN1C[C@H]2N(C=3C(=NN=C(C3)C3=C(C=CC=C3)O)NC2)CC1